FC1=C(C=C(C=C1)N1N=C2C([C@@H](N(CC2)C(=O)OC(C)(C)C)C)=C1N1C(NC=C1)=O)C tert-Butyl (4S)-2-(4-fluoro-3-methylphenyl)-4-methyl-3-(2-oxo-1H-imidazol-3-yl)-6,7-dihydro-4H-pyrazolo[4,3-c]pyridine-5-carboxylate